BrC(=C(O)O)C(C)Br 2,3-dibromobutenediol